1-(6-bromo-2-methoxyquinolin-3-yl)-2-(2,6-dimethoxypyridin-4-yl)-1-(3-fluorophenyl)-4-(methylamino)butan-2-ol BrC=1C=C2C=C(C(=NC2=CC1)OC)C(C(CCNC)(O)C1=CC(=NC(=C1)OC)OC)C1=CC(=CC=C1)F